C(CCC)NC(=O)C1CN(C1)C1=CC(=C2C(C(=CN(C2=N1)C1=NC=NS1)C(=O)O)=O)C 7-[3-(butylcarbamoyl)azetidin-1-yl]-5-methyl-4-oxo-1-(1,2,4-thiadiazol-5-yl)-1,4-dihydro-1,8-naphthyridine-3-carboxylic acid